tert-butyl-1-{(2S,4R)-4-[(4-bromophenyl)amino]-2-methyl-3,4-dihydroquinolin-1(2H)-yl}propan-1-one C(C)(C)(C)C(C(=O)N1[C@H](C[C@H](C2=CC=CC=C12)NC1=CC=C(C=C1)Br)C)C